COC1=CC=C(C=C1)C(C2=CC=CC=C2)(C3=CC=C(C=C3)OC)OC[C@@H]4[C@H](C[C@@H](O4)N5C=NC6=C5N=C(NC6=O)N)O 5'-O-(4,4'-dimethoxytrityl)-2'-deoxyguanosine